5-((furan-2-yl)methylene)-dihydro-2,2-dimethyl-1,3-dioctylpyrimidine O1C(=CC=C1)C=C1CN(C(N(C1)CCCCCCCC)(C)C)CCCCCCCC